BrC=1C=C(C=C(C1)OC(F)(F)F)NC(=O)NC1=C(C(=CC(=C1)F)F)CO 1-(3-bromo-5-trifluoromethoxyphenyl)-3-(3,5-difluoro-2-hydroxymethylphenyl)urea